2,2,6,6-tetramethylpiperidylmagnesium chloride lithium chloride [Cl-].[Li+].CC1(N(C(CCC1)(C)C)[Mg]Cl)C